BrC1=C(NC=2NN(C=3C2N=CC(C3)=NC(C(=O)O)C(C)O)C)C=CC=C1C1=CC=CC=C1 2-((3-(2-bromo-3-phenylanilino)-1-methylpyrazolo[4,5-b]pyridin-6-ylidene)amino)-3-hydroxybutyric acid